5-(1-(tert-Butoxycarbonyl)piperidin-4-yl)-3-isopropyl-6-methyl-1H-indole-1-carboxylic acid tert-butyl ester C(C)(C)(C)OC(=O)N1C=C(C2=CC(=C(C=C12)C)C1CCN(CC1)C(=O)OC(C)(C)C)C(C)C